5-{2-[4-(4-Bromo-1-methyl-1H-pyrazole-3-carbonyl)-piperazin-1-yl]-ethyl}-6-chloro-1,3-dihydro-indol-2-one BrC=1C(=NN(C1)C)C(=O)N1CCN(CC1)CCC=1C=C2CC(NC2=CC1Cl)=O